C(C1=CC=CC=C1)C12N(CCC2C1)C(CN1C2=NC=NC(=C2N=C1)N)=O benzyl-2-(2-(6-amino-9H-purin-9-yl)acetyl)-2-azabicyclo[3.1.0]hexane